1,3-di(2,6-dimethylphenyl)urea CC1=C(C(=CC=C1)C)NC(=O)NC1=C(C=CC=C1C)C